FC1=C(C#N)C=CC(=C1)C1=C2C(=CN=C1C=1C=C3C=NN(C3=CC1)C)N(C=C2)C[C@H]2CNCC2 (R)-2-fluoro-4-(5-(1-methyl-1H-indazol-5-yl)-1-(pyrrolidin-3-ylmethyl)-1H-pyrrolo[2,3-c]pyridin-4-yl)benzonitrile